calcium naphthalenesulfonic acid C1(=CC=CC2=CC=CC=C12)S(=O)(=O)O.[Ca]